2,7-dioctyl-benzothiophene C(CCCCCCC)C=1SC2=C(C1)C=CC=C2CCCCCCCC